2-di-tert-butylphosphinyl-acetoxymethyl-ferrocene methyl-(1s,4s)-2'-bromo-4-[(3-chlorophenyl)(trifluoroacetyl)amino]-6'-hydroxy-5'-methylspiro[cyclohexane-1,1'-indene]-4-carboxylate COC(=O)C1(CCC2(C(=CC3=CC(=C(C=C23)O)C)Br)CC1)N(C(C(F)(F)F)=O)C1=CC(=CC=C1)Cl.C(C)(C)(C)P(=O)(CC(=O)OC[C-]1C=CC=C1)C(C)(C)C.[CH-]1C=CC=C1.[Fe+2]